N-geranyl-ethane-1,2-diamine C(\C=C(/C)\CCC=C(C)C)NCCN